ClC1=CC=C(C=C1)NNC(C(C)N1N=CC(=C1)C1=CC(=CC=2C(C3=CC=CC=C3C12)(C(F)(F)F)O)F)=O N'-(4-chlorophenyl)-2-(4-(2-fluoro-9-hydroxy-9-(trifluoromethyl)-9H-fluoren-4-yl)-1H-pyrazol-1-yl)propanehydrazide